C(=O)O.COC1=CC=2C3=C(C(=NC2C=C1OCCCN1CCCC1)C1=CC=CC=C1)CC(N3)(C)C 1-[3-({8-methoxy-2,2-dimethyl-4-phenyl-1H,2H,3H-pyrrolo[3,2-c]quinolin-7-yl}oxy)propyl]pyrrolidine formate